N-(1-(7-(5-((Cyclopentylamino)methyl)thiophen-2-yl)quinolin-5-yl)cyclopropyl)-2-methyl-5-((1-methylazetidin-2-yl)methoxy)benzamide C1(CCCC1)NCC1=CC=C(S1)C1=CC(=C2C=CC=NC2=C1)C1(CC1)NC(C1=C(C=CC(=C1)OCC1N(CC1)C)C)=O